(1-[(1S)-5,7-difluorotetralin-1-yl]-2-(4-(3,5-dimethyl-1H-pyrazol-4-yl)anilino)-2-oxo-ethyl)-2-methyl-pyrazole-3-carboxamide FC1=C2CCC[C@H](C2=CC(=C1)F)C(C(=O)NC1=CC=C(C=C1)C=1C(=NNC1C)C)C1=C(N(N=C1)C)C(=O)N